5-CHLORO-1-CYCLOHEXYL-3-(PROPAN-2-YL)-1H-PYRAZOLE-4-CARBALDEHYDE ClC1=C(C(=NN1C1CCCCC1)C(C)C)C=O